rac-tert-butyl (5R,7R,8R)-8-amino-7-methyl-2-azaspiro[4.5]decane-2-carboxylate N[C@H]1[C@@H](C[C@@]2(CCN(C2)C(=O)OC(C)(C)C)CC1)C |r|